C1(=CC=CC=C1)C=1C=C(C=CC1)I m-phenyl-iodobenzene